C1(CC1)C1=NSC(=N1)N 3-cyclopropyl-5-amino-1,2,4-thiadiazole